[Cl-].Cl\C=C/C[N+]12CN3CN(CN(C1)C3)C2 cis-1-(3-Chloroallyl)-3,5,7-triaza-1-azoniaadamantan chlorid